(2s,6r)-4-(2-bromoethyl)-2,6-dimethylpiperidine-1-carboxylic acid tert-butyl ester C(C)(C)(C)OC(=O)N1[C@H](CC(C[C@H]1C)CCBr)C